FC=1C=C(C=CC1)C1=CC(=CC=C1)C1=CC=CC=C1 3-fluoro-1,1':3',1''-terphenyl